6-(difluoromethyl)-1-methylpyrido[3,2-d]pyrimidin-2(1H)-one FC(C=1C=CC=2N(C(N=CC2N1)=O)C)F